CN1N=CC(=C1)C=1C=C2C(=NC1)NC=C2C2=CC=1N(C=C2)N=CC1C(=O)NC=1C=NC=CC1 5-(5-(1-methyl-1H-pyrazol-4-yl)-1H-pyrrolo[2,3-b]pyridin-3-yl)-N-(pyridin-3-yl)pyrazolo[1,5-a]pyridine-3-carboxamide